(S)-8-fluoro-3-(2-fluoro-3-((N-methylsulfamoyl)amino)benzyl)-4-methyl-2-oxo-3,4-dihydro-2H-benzo[e][1,3]oxazin-7-yl dimethylcarbamate CN(C(OC1=C(C2=C([C@@H](N(C(O2)=O)CC2=C(C(=CC=C2)NS(NC)(=O)=O)F)C)C=C1)F)=O)C